C(CC)C=1C(=NC=NC1)O 5-propyl-pyrimidin-4-ol